(R)-6,6'-bis(diphenylphosphaneyl)-[1,1'-biphenyl]-2,2'-diyl diacrylate C(C=C)(=O)OC1=C(C(=CC=C1)P(C1=CC=CC=C1)C1=CC=CC=C1)C1=C(C=CC=C1P(C1=CC=CC=C1)C1=CC=CC=C1)OC(C=C)=O